N-[7-benzyloxy-5-fluoro-6-(1,1,4-trioxo-1,2,5-thiadiazolidin-2-yl)-2-naphthyl]-2-[3-[[1-(2,6-dioxo-3-piperidyl)-3-methyl-2-oxo-benzimidazol-5-yl]amino]azetidin-1-yl]acetamide C(C1=CC=CC=C1)OC1=C(C(=C2C=CC(=CC2=C1)NC(CN1CC(C1)NC1=CC2=C(N(C(N2C)=O)C2C(NC(CC2)=O)=O)C=C1)=O)F)N1S(NC(C1)=O)(=O)=O